2-butyloctyl 10-(4-chloro-N-octylbutanamido)-19-(didecylamino)-19-oxononadecanoate ClCCCC(=O)N(CCCCCCCC)C(CCCCCCCCC(=O)OCC(CCCCCC)CCCC)CCCCCCCCC(=O)N(CCCCCCCCCC)CCCCCCCCCC